diisopropyloxy-biphenyl C(C)(C)OC1=CC=C(C=C1)C1=CC=C(C=C1)OC(C)C